4-((S)-2-cyclohexyl-1-(4'-(trifluoromethyl)-[1,1'-biphenyl]-3-yl)ethoxy)-N-((S)-2-hydroxy-3-(methylamino)-3-oxopropyl)benzamide C1(CCCCC1)C[C@H](OC1=CC=C(C(=O)NC[C@@H](C(=O)NC)O)C=C1)C=1C=C(C=CC1)C1=CC=C(C=C1)C(F)(F)F